P1(=O)OC(CCOP(O1)=O)N.[NH4+] ammonium aminotrimethylene diphosphonate